(1R,4R)-4-(5-(4-amino-2-fluorophenyl)-4-chloro-7H-pyrrolo[2,3-d]pyrimidin-7-yl)cyclohexan-1-ol NC1=CC(=C(C=C1)C1=CN(C=2N=CN=C(C21)Cl)C2CCC(CC2)O)F